COC=1C=C(C=CC1)CO[C@H]1C[C@H](NC1)C(=O)O (2S,4S)-4-[(3-methoxyphenyl)methoxy]pyrrolidine-2-carboxylic acid